N-[4-(3-aminopyrrolidin-1-yl)-6-(pyrrolidin-1-yl)pyrimidin-2-yl]-1-(propan-2-yl)-1H-pyrazolo[4,3-c]pyridin-6-amine NC1CN(CC1)C1=NC(=NC(=C1)N1CCCC1)NC1=CC2=C(C=N1)C=NN2C(C)C